NCC=1C=C(C=CC1)C=1C=CC2=C(C(=CO2)COC2=C(C=CC(=C2)C)CC(=O)O)C1 2-(2-((5-(3-(aminomethyl)phenyl)benzofuran-3-yl)methoxy)-4-methylphenyl)acetic acid